tert-butyl (R)-3-((2-chloro-7-tosyl-7H-pyrrolo[2,3-d]pyrimidin-4-yl)amino)piperidine-1-carboxylate ClC=1N=C(C2=C(N1)N(C=C2)S(=O)(=O)C2=CC=C(C)C=C2)N[C@H]2CN(CCC2)C(=O)OC(C)(C)C